C(C)C1=C(C(=NN1C)CNCCOC=1N(N=CC1C=1C=C2C(=NN(C2=CC1)C1OCCCC1)C=C)C)I N-[(5-ethyl-4-iodo-1-methyl-pyrazol-3-yl)methyl]-2-[2-methyl-4-(1-tetrahydropyran-2-yl-3-vinyl-indazol-5-yl)pyrazol-3-yl]oxy-ethanamine